p-nitrophenol cyclohexenecarboxate C1(=CCCCC1)C(=O)OC1=CC=C(C=C1)[N+](=O)[O-]